(S)-1'-(6-amino-5-((2-amino-3-chloropyridin-4-yl)thio)-3-fluoropyrazin-2-yl)-1,3-dihydrospiro[indene-2,4'-piperidin]-1-amine NC1=C(N=C(C(=N1)N1CCC2(CC1)[C@@H](C1=CC=CC=C1C2)N)F)SC2=C(C(=NC=C2)N)Cl